(1R,2R,6S)-2-azido-6-(4-fluoro-2H-indazol-2-yl)cyclohexanol N(=[N+]=[N-])[C@H]1[C@@H]([C@H](CCC1)N1N=C2C=CC=C(C2=C1)F)O